C(C)N(CC)CC1=C(CNC(C2=CC(=CC=C2)NC(C2=CC=C(C=C2)C)=O)=O)C=CC=C1 N-(2-((diethylamino)methyl)benzyl)-3-(4-methylbenzamido)benzamide